N-(1-(2-chlorophenyl)-1-phenylbut-3-en-1-yl)benzamide ClC1=C(C=CC=C1)C(CC=C)(C1=CC=CC=C1)NC(C1=CC=CC=C1)=O